cyclopropyl-6-[[5-cyclopropyl-1-(2,5-difluorophenyl)pyrazol-4-yl]methyl]benzotriazole C1(CC1)C1=CC(=CC=2NN=NC21)CC=2C=NN(C2C2CC2)C2=C(C=CC(=C2)F)F